C(C1=CC=CC=C1)C1=CN=C(S1)N1CCN(CC1)C=1C=NN2C1C=CC(=C2)C=2C=NN(C2)C 5-benzyl-2-(4-(6-(1-methyl-1H-pyrazol-4-yl)pyrazolo[1,5-a]pyridin-3-yl)piperazin-1-yl)thiazole